COC=1C(=C(C#N)C=CC1)C1=CC=2NC(N(C(C2S1)=O)C=1C2=C(C=NC1)C=NN2C)=O 3-methoxy-2-(3-(1-methyl-1H-pyrazolo[4,3-c]pyridin-7-yl)-2,4-dioxo-1,2,3,4-tetrahydrothieno[3,2-d]pyrimidin-6-yl)benzonitrile